ClC1=CC=C2C=C(NC2=C1)C[C@H](N)C(=O)O 3-(6-chloroindolyl)alanin